C(CCCNC(C=C)=O)NC(C=C)=O N,N'-butylenebisacrylamide